OCC1(CN(CC1)C(=O)OC(C)(C)C)C(NC1=CC=C(C=C1)I)=O tert-butyl 3-(hydroxymethyl)-3-((4-iodophenyl)carbamoyl)pyrrolidine-1-carboxylate